2-(6-methoxy-4-methylpyridin-3-yl)acetaldehyde COC1=CC(=C(C=N1)CC=O)C